3-(5-amino-3-methyl-2-oxo-benzoimidazol-1-yl)piperidine-2,6-dione NC1=CC2=C(N(C(N2C)=O)C2C(NC(CC2)=O)=O)C=C1